C(=O)C1=C2C(=NC(=C1)C(=O)NC=1C=NC=C(C1)C1(CC(C1)C)C1=NN=CN1C)C(CN2)(C)C 7-formyl-3,3-dimethyl-N-{5-[(1r,3s)-3-methyl-1-(4-methyl-1,2,4-triazol-3-yl)cyclobutyl]pyridin-3-yl}-1H,2H-pyrrolo[3,2-b]pyridine-5-carboxamide